CC=1C=C(C=2N(C(C=C(N2)C2=CC=NC=C2)=O)C1)C(C)NC1=C(C(=O)O)C=CC=C1 2-((1-(7-methyl-4-oxo-2-(pyridin-4-yl)-4H-pyrido[1,2-a]pyrimidin-9-yl)ethyl)amino)benzoic acid